(3-((4-(3,4-dimethoxyphenethyl)piperazin-1-yl)methyl)phenyl)-N-hydroxybenzoamide COC=1C=C(CCN2CCN(CC2)CC=2C=C(C=CC2)C2=C(C(=O)NO)C=CC=C2)C=CC1OC